(S)-N-(4-chloro-2-fluorophenyl)-1-(6-methyl-4-(trifluoromethyl)pyridin-2-yl)-N-(3-(pyrrolidin-1-yl)propyl)pyrrolidine-2-carboxamide ClC1=CC(=C(C=C1)N(C(=O)[C@H]1N(CCC1)C1=NC(=CC(=C1)C(F)(F)F)C)CCCN1CCCC1)F